5-bromo-1-(2,6-dibenzyloxy-3-pyridyl)-3-ethyl-benzimidazol-2-one BrC1=CC2=C(N(C(N2CC)=O)C=2C(=NC(=CC2)OCC2=CC=CC=C2)OCC2=CC=CC=C2)C=C1